CN(C/C=C/C(=O)N(C)[C@@H](C(=O)NCCC=1C=C(C=CC1)NC=1C(=NC(=C(N1)N(C)C(C)C)CC)C(=O)N)C)C (R,E)-3-((3-(2-(2-(4-(dimethylamino)-N-methylbut-2-enamido)propanamido)ethyl)phenyl)amino)-6-ethyl-5-(isopropyl(methyl)amino)pyrazine-2-carboxamide